C1(CCCC1)CN1CC(N(C(C1)=O)C1CC2(C1)CCN(CC2)C(=O)OC(C)(C)C)C2=C(C=CC=C2)C(C)C tert-butyl 2-(4-(cyclopentylmethyl)-2-(2-isopropylphenyl)-6-oxopiperazin-1-yl)-7-azaspiro[3.5]nonane-7-carboxylate